NC1=C2C(=CN(C2=C(C(=C1)Cl)Cl)C=1N=NNC1CCO)C=1C=NNC1 2-[4-[4-amino-6,7-dichloro-3-(1H-pyrazol-4-yl)indol-1-yl]triazolyl]ethanol